[Cl-].[Cl-].CC(=[Zr+2](C1C=CC2=CC=CC=C12)C1C=CC2=CC=CC=C12)C dimethyl-methylenebis(indenyl)zirconium dichloride